C(C)(C)(C)[S@@](=O)NC(C[C@H]([C@@H](C)NC(OC(C)(C)C)=O)/C=N/O)C(F)(F)F tert-butyl ((2R,3R)-5-(((R)-tert-butylsulfinyl)amino)-6,6,6-trifluoro-3-((E)-(hydroxyimino)methyl)hexan-2-yl)carbamate